C(#N)[C@H]1[C@@H](COCC1)N1N=C(C(=C1)C(=O)N)NC1=CC2=C(C(OB2O)(C)C)C=C1 1-(trans-4-cyanotetrahydro-2H-pyran-3-yl)-3-[(1-hydroxy-3,3-dimethyl-2,1-benzoxaborol-6-yl)amino]pyrazole-4-carboxamide